BrC=1C=CC=C2N=CC(=NC12)C=1C=NN(C1)C1CCN(CC1)C(C(=O)NCC=1C=C2CN(C(C2=CC1)=O)C1C(NC(CC1)=O)=O)CC(C=O)(F)F (4-(4-(8-bromoquinoxalin-2-yl)-1H-pyrazol-1-yl)piperidin-1-yl)-N-((2-(2,6-dioxopiperidin-3-yl)-1-oxoisoindolin-5-yl)methyl)-4,4-difluoro-5-oxopentanoic acid amide